N1C(=NC=C1)C1=CC=C(C=C1)C1=CC(=CC(=C1)C1=CC=C(C=C1)C=1NC=CN1)C1=CC=C(C=C1)C=1NC=CN1 1,3,5-tris(p-imidazolylphenyl)benzene